1,4,7,10,13,16-hexaoxacyclooctadecin-2,14-dicarboxylic acid O1C(=COC=COC=COC=COC(=COC=C1)C(=O)O)C(=O)O